4-(allylamino)-6-[1-[1-(3-fluoro-1-prop-2-enoyl-azetidine-3-carbonyl)-4-piperidyl]-5-methyl-triazol-4-yl]pyrazolo[1,5-a]pyridine-3-carbonitrile C(C=C)NC=1C=2N(C=C(C1)C=1N=NN(C1C)C1CCN(CC1)C(=O)C1(CN(C1)C(C=C)=O)F)N=CC2C#N